4-(((3R,6S)-6-(aminomethyl)tetrahydro-2H-pyran-3-yl)amino)-7H-pyrrolo[2,3-d]pyrimidine NC[C@@H]1CC[C@H](CO1)NC=1C2=C(N=CN1)NC=C2